C(C1=CC=CC=C1)OC=1C=CC2=C(C(=C(O2)C)C(=O)NC2CCC(CC2)OC)C1 5-(benzyloxy)-N-(4-methoxycyclohexyl)-2-methylbenzofuran-3-carboxamide